NC=1C=C2C(NNC(C2=CC1)=O)=O 6-amino-2,3-dihydrophthalazine-1,4-dione